(3-amino-phenyl)-phenanthren-9-yl-methanol NC=1C=C(C=CC1)C(O)C=1C2=CC=CC=C2C=2C=CC=CC2C1